N-octacosanyl-hydroxylamine C(CCCCCCCCCCCCCCCCCCCCCCCCCCC)NO